α,α,3,5-tetrafluoro-4-pyridinepropanoic acid FC(C(=O)O)(CC1=C(C=NC=C1F)F)F